methyldiallylamine hydrochloride salt Cl.CN(CC=C)CC=C